C(C)(C)[C@@H]1[C@H](C[C@H](CC1)C)OC(C1=CC=C(C=C1)C=O)=O (1S,2R,5S)-2-isopropyl-5-methylcyclohexyl-4-formylbenzoate